[C@H](C)(CC)OC(CC=1OC2=C(C1C(C1=CC(=C(C(=C1)I)OCCN(CC)CC)I)=O)C=CC=C2)=O (S)-sec-butyl-2-(3-(4-(2-(diethyl amino)ethoxy)-3,5-diiodobenzoyl)benzofuran-2-yl)acetate